N2-[4-(4-methoxybenzamido)benzene-1-sulfonyl]-D-asparagine COC1=CC=C(C(=O)NC2=CC=C(C=C2)S(=O)(=O)N[C@H](CC(N)=O)C(=O)O)C=C1